ClC=1C(=CC(=NC1)OC)C1=CC(=NN1)C(=O)N1CCC(CC1)C(=O)NCC1OCCO1 1-[5-(5-chloro-2-methoxypyridin-4-yl)-1H-pyrazole-3-carbonyl]-N-[(1,3-dioxolan-2-yl)methyl]piperidine-4-carboxamide